FC=1C=C(C=CC1)CN1N=CC2=CC(=CC=C12)NCC1=NC=NN2C1=CC(=C2)NC(OC[C@H]2NCCOC2)=O N-[4-[[1-[(3-Fluorophenyl)methyl]-1H-indazol-5-yl]amino]methylpyrrolo[2,1-f][1,2,4]triazin-6-yl]-carbamic acid, (3S)-3-morpholinylmethyl ester